NC=1C=C(C=CC1)CCC[Si](OC)(OC)OC m-aminophenylpropyl-trimethoxysilane